5-bromo-2-hydroxy-4-(methoxymethyl)benzaldehyde BrC=1C(=CC(=C(C=O)C1)O)COC